2-(dimethylamino)-N,6-dimethoxy-N-methylisonicotinamide CN(C=1C=C(C(=O)N(C)OC)C=C(N1)OC)C